O1CCC(CC1)N1CCNC2=CC=CC=C12 1-(tetrahydro-2H-pyran-4-yl)-1,2,3,4-tetrahydroquinoxaline